Cl.C(C)(C)(C)C1=CC=C(CN2[C@@H](CN(CC2)C2=C(C=C(C=C2)F)C(F)(F)F)C)C=C1 (R)-1-(4-(tert-butyl)benzyl)-4-(4-fluoro-2-(trifluoromethyl)phenyl)-2-methylpiperazine hydrochloride